4-(2-acryloyl-2,6-diazaspiro[3.4]octan-6-yl)-6-(3-hydroxynaphthalen-1-yl)-2-morpholinopyrimidine-5-carbonitrile C(C=C)(=O)N1CC2(C1)CN(CC2)C2=NC(=NC(=C2C#N)C2=CC(=CC1=CC=CC=C21)O)N2CCOCC2